C1(CC1)C=1C(=C2C(C(N(C2=C(C1)F)C1C(N(CC1)CC(CC(=O)OCC)C)=O)=O)(C)C)F ethyl 4-(3-(5-cyclopropyl-4,7-difluoro-3,3-dimethyl-2-oxoindolin-1-yl)-2-oxopyrrolidin-1-yl)-3-methylbutanoate